CN1C=CC=2C1=NC=CC2C2=C1CNC(C1=C(C=C2)NC2=NN(C(=C2)C2CCOCC2)C)=O 4-(1-methyl-pyrrolo[2,3-b]pyridin-4-yl)-7-[(1-methyl-5-tetrahydro-pyran-4-yl-pyrazol-3-yl)amino]isoindolin-1-one